3-chloro-7-fluoro-5-isopropyl-8-(3-(methylsulfonylmethyl)azetidin-1-yl)isoquinoline ClC=1N=CC2=C(C(=CC(=C2C1)C(C)C)F)N1CC(C1)CS(=O)(=O)C